(2e)-3-(1h-imidazol-4-yl)acrylic acid N1C=NC(=C1)/C=C/C(=O)O